2-Amino-2-deoxy-4-O-α-D-glucopyranosyl-D-mannopyranuronic acid N[C@@H]1C(O)O[C@@H]([C@H]([C@@H]1O)O[C@@H]1[C@H](O)[C@@H](O)[C@H](O)[C@H](O1)CO)C(=O)O